2,7-bis(tert-butylperoxy)-2,7-dimethyloctane C(C)(C)(C)OOC(C)(CCCCC(C)(C)OOC(C)(C)C)C